9,10-bis(cyclohexyloxycarbonyl-methyleneoxy)anthracene C1(CCCCC1)OC(=O)COC=1C2=CC=CC=C2C(=C2C=CC=CC12)OCC(=O)OC1CCCCC1